(1-dibenzofuranyl-2,3,4,6,7,8,9-d7)boric acid C1(=C(C(=C(C=2OC3=C(C21)C(=C(C(=C3[2H])[2H])[2H])[2H])[2H])[2H])[2H])OB(O)O